N-[(2E)-3-[(3-fluoro-4-methoxyphenyl)(imino)oxo-λ6-sulfanyl]prop-2-en-1-yl]-6-methyl-2-oxo-1,2,5,6,7,8-hexahydroquinoline-3-carboxamide FC=1C=C(C=CC1OC)S(/C=C/CNC(=O)C=1C(NC=2CCC(CC2C1)C)=O)(=O)=N